(2-((2-methylthiazolo[5,4-b]pyridin-5-yl)methyl)pyrazolidin-1-yl)methanone CC=1SC2=NC(=CC=C2N1)CN1N(CCC1)C=O